NCCNCCC[Si](OC)(OC)OC (N-(beta-aminoethyl))-gamma-aminopropyltrimethoxysilane